1-(3,5-Dimethoxybenzyl)-N-((5-(ethylsulfonyl)pyridin-2-yl)methyl)-2-(trifluoromethyl)-1H-benzo[d]imidazole-5-carboxamide COC=1C=C(CN2C(=NC3=C2C=CC(=C3)C(=O)NCC3=NC=C(C=C3)S(=O)(=O)CC)C(F)(F)F)C=C(C1)OC